2-ethyl-6,6-dimethylcyclohex-2-en-1-one C(C)C=1C(C(CCC1)(C)C)=O